C(CCCCCCCCCCCCCCC)(=O)OC[C@@H](OC(CCCCCCC\C=C/CCCCCCCC)=O)COP(=O)(O)OC[C@H](N)C(=O)O 1-Palmitoyl-2-oleoyl-sn-glycero-3-Phospho-L-serine